CS(=O)(=O)OC[C@@H]1C(C1)(F)F |r| (rac)-(2,2-difluorocyclopropyl)methyl methanesulfonate